(2S)-2-Amino-3-(2-(4-((3-fluoro-5-(1-(tetrahydro-2H-pyran-2-yl)-1H-pyrazol-5-yl)pyridin-2-yl)oxy)phenyl)-2H-tetrazol-5-yl)propan-1-ol N[C@H](CO)CC=1N=NN(N1)C1=CC=C(C=C1)OC1=NC=C(C=C1F)C1=CC=NN1C1OCCCC1